Androst-1,4-diene-3,17-dione C[C@@]12C(CC[C@H]1[C@@H]1CCC3=CC(C=C[C@]3(C)[C@H]1CC2)=O)=O